BrC=1C=C(C(=O)NC2=CC=C(C=C2)OCCC2=CC=CC=C2)C=CN1 2-bromo-N-(4-phenethoxyphenyl)-isonicotinamide